C[C@@]1([C@@H](C1)C(=O)N1C(OC[C@@H]1C1=CC=CC=C1)=O)C1=CC=CC=C1 (S)-3-((1R,2R)-2-methyl-2-phenylcyclopropane-1-carbonyl)-4-phenyloxazolidin-2-one